OS(=O)(=O)C(F)(F)F.FS(=O)(=O)N1C(N(C2=C1C=CC=C2)C)C2=CC=C(C=C2)C(F)(F)F 1-(fluorosulfonyl)-3-methyl-2-(4-trifluoromethylphenyl)-1H-benzimidazol-triflate salt